BrC1=CC=C2C(=C(C(N(C2=C1)C)=O)C#N)N1CCC(CC1)OC1=CC(=CC=C1)Cl 7-bromo-4-[4-(3-chlorophenoxy)piperidin-1-yl]-1-methyl-2-oxo-1,2-dihydroquinoline-3-carbonitrile